COC=1C=C2C(=NC(=NC2=CC1OC)C)NC(C)C=1[Se]C=C(C1)C1=C(C=CC=C1)CN1CCCC1 6,7-dimethoxy-2-methyl-N-(1-(4-(2-(pyrrolidin-1-ylmethyl)phenyl)selenophen-2-yl)ethyl)quinazolin-4-amine